5-(6-methyl-5-(2-azaspiro[4.4]nonan-2-yl)pyridazin-3-yl)pyrimidine-2,4(1H,3H)-dione CC1=C(C=C(N=N1)C=1C(NC(NC1)=O)=O)N1CC2(CC1)CCCC2